4-((2-Bromo-3'-(5-(((R)-3-hydroxypyrrolidin-1-yl)methyl)-1,3,4-oxadiazol-2-yl)-2'-methyl-[1,1'-biphenyl]-3-yl)methoxy)-5-chloro-2-(pyridin-3-ylmethoxybenzyl)-L-serine BrC1=C(C=CC=C1COC1=CC=C(C([C@](N)(CO)C(=O)O)OCC=2C=NC=CC2)C=C1Cl)C1=C(C(=CC=C1)C=1OC(=NN1)CN1C[C@@H](CC1)O)C